COC(=O)C=1C(N(C2=CC(=CC=C2C1N)C(F)(F)F)C=1C=CC=2N(C1)C=CN2)=O 4-Amino-1-(imidazo[3,2-a]pyridin-6-yl)-2-oxo-7-(trifluoromethyl)-1,2-dihydroquinoline-3-carboxylic acid methyl ester